FC=1C=C(C=CC1C)N1N=C2N=CN=C(C2=C1)N1CC(CCC1)C(=O)NCC=1N(C2=CC=CC=C2C1)C 1-(2-(3-fluoro-4-methylphenyl)-2H-pyrazolo[3,4-d]pyrimidin-4-yl)-N-((1-methyl-1H-indol-2-yl)methyl)piperidine-3-carboxamide